(2S,3R,E)-2-aminononacos-4-ene-1,3-diol N[C@@H](CO)[C@@H](\C=C\CCCCCCCCCCCCCCCCCCCCCCCC)O